6-Chloro-7-methoxy-3-{[(1-methyl-2-oxo-1,2-dihydropyridin-3-yl)amino]methyl}-1,2-dihydrochinolin-2-on ClC=1C=C2C=C(C(NC2=CC1OC)=O)CNC=1C(N(C=CC1)C)=O